bicyclo-(3.3.0)-octane C12CCCC2CCC1